NC1=C(C(=NC(=C1Cl)F)O[C@@H](C(=O)O)C)Cl (2R)-2-[(4-amino-3,5-dichloro-6-fluoro-2-pyridyl)oxy]propanoic acid